4,4'-methylene-bis(cyclohexylcarbamate) C(C1CCC(CC1)NC([O-])=O)C1CCC(CC1)NC([O-])=O